FCC=CC=CCC 1-fluorohepta-2,4-diene